1-(7-(8-Ethyl-7-fluoro-3-hydroxynaphthalen-1-yl)-8-fluoro-2-(((2R,7aS)-2-fluorotetrahydro-1H-pyrrolizin-7a(5H)-yl)methoxy)pyrido[4,3-d]pyrimidin-4-yl)azetidine-3-carboxamide C(C)C=1C(=CC=C2C=C(C=C(C12)C1=C(C=2N=C(N=C(C2C=N1)N1CC(C1)C(=O)N)OC[C@]12CCCN2C[C@@H](C1)F)F)O)F